(R)-3-(4-ethylpiperazin-1-yl)-8-methyl-N-(1-(3-(trifluoromethyl)phenyl)ethyl)pyrido[2,3-d]pyridazin-5-amine C(C)N1CCN(CC1)C1=CC=2C(=C(N=NC2N[C@H](C)C2=CC(=CC=C2)C(F)(F)F)C)N=C1